FC1=C(C=C2C=NC(C2=C1)=O)CN1CCN(CC1)CC1=C(C=CC=C1)C1=CC=C(C=C1)F 6-fluoro-5-((4-((4'-fluoro-[1,1'-biphenyl]-2-yl)methyl)piperazin-1-yl)methyl)-1-Oxoisoindole